N1(C=NC=C1)C1=CC=C(CN(C2=CC(=CC=C2)CN2CCN(CC2)C)CC2=CC(=CC=C2)OC)C=C1 N-(4-(1H-imidazol-1-yl)benzyl)-N-(3-methoxybenzyl)-3-((4-methylpiperazin-1-yl)methyl)aniline